C(C)(C)(C)OC(=O)N1C[C@H](OCC1)CC(=O)Cl (2R)-2-(2-chloro-2-oxoethyl)morpholine-4-carboxylic acid tert-butyl ester